6-[5-(4-chloro-phenyl)-[1,3,4]oxadiazol-2-yl]-2-(2,6-dimethyl-4-morpholin-4-yl-phenyl)-1H-benzimidazole ClC1=CC=C(C=C1)C1=NN=C(O1)C=1C=CC2=C(NC(=N2)C2=C(C=C(C=C2C)N2CCOCC2)C)C1